ClC1=CC=2N(C=C1)C=NC2C(C(=O)NC2=NC=NC(=C2)NCC=2N=C1N(C=C(C=C1)C1CC1)C2)=O 2-(7-chloroimidazo[1,5-a]pyridin-1-yl)-N-(6-(((6-cyclopropylimidazo[1,2-a]pyridin-2-yl)methyl)amino)pyrimidin-4-yl)-2-oxoacetamide